ClC=1C=C2C(=CN1)N(N=C2C(C)=O)C (5-chloro-1-methylpyrazolo[3,4-c]pyridin-3-yl)ethan-1-one